2,4,6-trimethylbenzoylethoxylphenylphosphine oxide CC1=C(C(=O)CCOP(C2=CC=CC=C2)=O)C(=CC(=C1)C)C